(R)-4-n-propyl-dihydrofuran-2(3H)-one C(CC)[C@@H]1CC(OC1)=O